NC1=C(C=C(C=C1)P1(CCCC1)=O)OC 1-(4-amino-3-methoxyphenyl)phospholane 1-oxide